NC=1C2=C(N=CN1)N(C=C2C2=CC=C(CNC1=C(C(=O)NC3=CC=C(C=C3)F)C=C(C=N1)C(F)(F)F)C=C2)CCC 2-(4-(4-amino-7-propyl-7H-pyrrolo[2,3-d]pyrimidin-5-yl)benzylamino)-N-(4-fluorophenyl)-5-(trifluoromethyl)nicotinamide